O=C1C2=CC=CC=C2C=2C=CC=PC2O1 9,10-dihydro-9-oxo-10-oxaphosphaphenanthrene